2-bromo-9-methyl-9-Phenyl-9H-fluorene BrC1=CC=2C(C3=CC=CC=C3C2C=C1)(C1=CC=CC=C1)C